COC=1C=C(C(=O)NC=2C=NC(=CC2)C)C=CC1[N+](=O)[O-] 3-methoxy-N-(6-methylpyridin-3-yl)-4-nitrobenzamide